2-(1,5-dimethyl-3-phenyl-1H-pyrrol-2-yl)-N-{4-[4-(6-methyl-pyridin-2-yl)-piperazin-1-yl]-phenyl}-2-oxo-acetamide CN1C(=C(C=C1C)C1=CC=CC=C1)C(C(=O)NC1=CC=C(C=C1)N1CCN(CC1)C1=NC(=CC=C1)C)=O